C[C@H]1CC[C@@H](N(C1)C(C(=O)NC=1C=NC=C(C1)C)=O)C=1SC=CC1 2-((2R,5S)-5-methyl-2-(Thiophen-2-yl)piperidin-1-yl)-N-(5-methylpyridin-3-yl)-2-oxoacetamide